BrC1=C2C(=CNC2=NC=C1)I 4-bromo-3-iodo-7-azaindole